N-(2,6-Dimethyl-4-(7-(methylsulfonyl)-1,3,4,5-tetrahydro-2H-benzo[c]azepine-2-yl)phenyl)-3,3-dimethylbutanamide CC1=C(C(=CC(=C1)N1CC2=C(CCC1)C=C(C=C2)S(=O)(=O)C)C)NC(CC(C)(C)C)=O